ClC1=C2C(N(C=NC2=CC=C1SC1=CC=C(C=N1)N1CCC2([C@@H]([C@@H](OC2)C)NS(=O)C(C)(C)C)CC1)CCOC)=O N-((3S,4S)-8-(6-((5-chloro-3-(2-methoxyethyl)-4-oxo-3,4-dihydroquinazolin-6-yl)thio)pyridin-3-yl)-3-methyl-2-oxa-8-azaspiro[4.5]decan-4-yl)-2-methylpropane-2-sulfinamide